(1R,2R)-N-[3-fluoro-4-({6-(methyloxy)-7-[(3-morpholin-4-ylpropyl)oxy]quinolin-4-yl}oxy)phenyl]-N'-(4-fluorophenyl)-2-methylcyclopropane-1,1-dicarboxamide FC=1C=C(C=CC1OC1=CC=NC2=CC(=C(C=C12)OC)OCCCN1CCOCC1)NC(=O)[C@]1([C@@H](C1)C)C(=O)NC1=CC=C(C=C1)F